ClC=1C=C2C(=CC1)NC(C21CCN(CC1)CCOC1=CC=C(C=C1)S(=O)(=O)[C@@H]1C[C@@H](C1)O)=O 5-chloro-1'-[2-(4-{[(cis)-3-hydroxycyclobutyl]sulfonyl}phenoxy)ethyl]-1,2-dihydrospiro[indole-3,4'-piperidin]-2-one